C(C1=CC=CC=C1)C=1N(C=2C(=C3CC[C@@H](N(C3=CC2)C(=O)OC)C)N1)[C@H]1CO[C@@H](CC1)CO[Si](C)(C)C(C)(C)C methyl (7S)-2-benzyl-3-[(3R,6S)-6-[[(tert-butyldimethylsilyl)oxy]methyl]oxan-3-yl]-7-methyl-3H,6H,7H,8H,9H-imidazo[4,5-f]quinoline-6-carboxylate